ClC1=C(C=NC=C1)N(C1CCN(CC1)C1=NC=C(C=N1)C#N)C=1C=NC(=CC1)C(F)(F)F 2-{4-[(4-chloro-3-pyridyl)[6-(trifluoromethyl)-3-pyridyl]amino]-1-piperidyl}-5-pyrimidinecarbonitrile